5-bromoimidazo[1,2-a]pyridine-2-carboxamide BrC1=CC=CC=2N1C=C(N2)C(=O)N